CN1N=CC2=CC=CC(=C12)C(C#N)=C1CCN(CC1)C(=O)N1CC=2N(CC1)C=NC2 2-(1-methyl-1H-indazol-7-yl)-2-(1-(5,6,7,8-tetrahydroimidazo[1,5-a]pyrazine-7-carbonyl)piperidin-4-ylidene)acetonitrile